4-({[4-fluoro-1-(3-methoxy-2,2-dimethylpropanoyl)-3-[3-methyl-1-(morpholine-4-carbonyl)-2-oxopiperidin-4-yl]-1H-pyrazol-5-yl]sulfanyl}methyl)benzene-1-carboximidamide FC=1C(=NN(C1SCC1=CC=C(C=C1)C(N)=N)C(C(COC)(C)C)=O)C1C(C(N(CC1)C(=O)N1CCOCC1)=O)C